1-(1-(6-Fluoro-4-oxo-3,4-dihydrophthalazin-1-yl)ethyl)-3-(4-fluorophenyl)-1-isobutylurea FC=1C=C2C(NN=C(C2=CC1)C(C)N(C(=O)NC1=CC=C(C=C1)F)CC(C)C)=O